C(C)(C)(C)OC(NCC=1C(=NN(C1)C(N(C)C)=O)NC(=O)C1C(CC1)C(CC)=O)=O ((1-(dimethylcarbamoyl)-3-(2-propionylcyclobutane-1-carboxamido)-1H-pyrazol-4-yl)methyl)carbamic acid tert-butyl ester